diethyl 4-((4-methoxyindol-1-yl) methyl)-phenylphosphonate COC1=C2C=CN(C2=CC=C1)CC1=CC=C(C=C1)P(OCC)(OCC)=O